N-(2-Hydroxy-2-methylpropyl)-6-(6-(3-methoxy-2-methylphenyl)-1-oxophthalazin-2(1H)-yl)nicotinamide OC(CNC(C1=CN=C(C=C1)N1C(C2=CC=C(C=C2C=N1)C1=C(C(=CC=C1)OC)C)=O)=O)(C)C